FC(CN1N=CC(=N1)C(=O)OCC)F Ethyl 2-(2,2-difluoroethyl)-2H-1,2,3-triazole-4-carboxylate